(3E,5E)-6-cyclohexyl-5-methylhexa-3,5-dien-2-one C1(CCCCC1)/C=C(/C=C/C(C)=O)\C